3-bromo-2-fluoro-5-isobutoxybenzaldehyde BrC=1C(=C(C=O)C=C(C1)OCC(C)C)F